NC1=CC=C(C=C1)C(C)(C)C1=CC=C(C=C1)N 2,2-di(4-aminophenyl)propane